ClC1=CC=2N(C=C1C=1CCN(CC1)S(=O)(=O)C1=CN=C(N1C)C)N=CN2 7-chloro-6-(1-((1,2-dimethyl-1H-imidazol-5-yl)sulfonyl)-1,2,3,6-tetrahydropyridin-4-yl)-[1,2,4]triazolo[1,5-a]pyridine